OC1=C(C=C(CC=CCCCCCC(C)C)C=C1)OC 4-hydroxy-3-methoxybenzyl-8-methylnonene